tin selenium [Se].[Sn]